2-(5-chloropyridin-3-yl)-N-[(3S)-2-oxo-5-phenyl-1,3-dihydro-1,4-benzodiazepine-3-Yl]pyrazolo[1,5-a]pyrimidine-3-carboxamide ClC=1C=C(C=NC1)C1=NN2C(N=CC=C2)=C1C(=O)N[C@@H]1C(NC2=C(C(=N1)C1=CC=CC=C1)C=CC=C2)=O